N-(6-(4-cyanophenyl)thiazolo[4,5-b]pyrazin-2-yl)-2-methoxy-6'-methyl-[3,4'-bipyridyl]-3'-carboxamide C(#N)C1=CC=C(C=C1)C=1N=C2C(=NC1)N=C(S2)NC(=O)C=2C=NC(=CC2C=2C(=NC=CC2)OC)C